(3-methyl-1-(methylsulfonyl)piperidin-4-yl)-8-(piperidin-1-yl)-7-(1H-pyrazol-4-yl)-[1,2,4]triazolo[1,5-c]pyrimidin-2-amine CC1CN(CCC1C1=NC(=C(C=2N1N=C(N2)N)N2CCCCC2)C=2C=NNC2)S(=O)(=O)C